O1C2=C(OCC1)C=C(C=C2)C2CC2 1-(2,3-dihydrobenzo[b][1,4]dioxin-6-yl)cyclopropane